C(C1=CC=CC=C1)OC1=C(C(=CC=C1)Br)C(F)(F)F 1-(benzyloxy)-3-bromo-2-(trifluoromethyl)benzene